(1,4-Phenylenebis(oxy))bis(benzaldehyde) C1(=CC=C(C=C1)OC1=C(C=O)C=CC=C1)OC1=C(C=O)C=CC=C1